C(C)NCCCNC1=C(CNC2=CC(=C(C=C2F)S(=O)(=O)NC2=NOC=N2)F)C=CC(=C1)OC 4-((2-((3-(ethylamino)propyl)amino)-4-methoxybenzyl)amino)-2,5-difluoro-N-(1,2,4-oxadiazol-3-yl)-benzenesulfonamide